5-Phenyl-1H-pyrazole-3-carboxylic acid {2-oxo-2-[4-(3,4,5-trifluoro-phenoxy)-piperidin-1-yl]-ethyl}-amide O=C(CNC(=O)C1=NNC(=C1)C1=CC=CC=C1)N1CCC(CC1)OC1=CC(=C(C(=C1)F)F)F